O[C@@H](C(=O)O)C1=CC=CC=C1.BrC=1C(=NC(=CC1)Br)[C@H](CC1=CC(=CC(=C1)F)F)N (S)-1-(3,6-dibromopyridin-2-yl)-2-(3,5-difluorophenyl)ethan-1-amine (R)-2-hydroxy-2-phenylacetate